C(CCC)(=O)OC(CC1=CC=CC=C1)(C)C butanoic acid, 1,1-dimethyl-2-phenylethyl ester